(S)-1-(3-(4-(3,4-dichloro-2-fluorophenoxy)quinazolin-6-yl)piperidin-1-yl)prop-2-en-1-one ClC=1C(=C(OC2=NC=NC3=CC=C(C=C23)[C@H]2CN(CCC2)C(C=C)=O)C=CC1Cl)F